N=1C(N=CNC1)=S 1,3,5-triazine-2(5H)-thione